N-trimethylsilyl(4,5-dihydroimidazole-5-yl)propyl(methyl)diethoxysilane C[Si](N1C=NCC1CCO[Si](OCC)(C)CCC)(C)C